4-chloro-1-isopropylimidazo[4,5-c]pyridine ClC1=NC=CC2=C1N=CN2C(C)C